NC1=CC=C(C=C1)S(=O)(=O)NC1=NC(=CC(=N1)C)C 4-amino-N-(4,6-dimethylpyrimidin-2-yl)phenylsulfonamide